FC1=CC=2N(C=C1)C(=CN2)C2=C1CNC(C1=C(C=C2)NC2=NC=C(C=C2)N2CCC(CC2)CO)=O 4-(7-fluoroimidazo[1,2-a]pyridin-3-yl)-7-[[5-[4-(hydroxymeth-yl)-1-piperidyl]-2-pyridyl]amino]isoindolin-1-one